2'-azido-deoxyguanosine monophosphate P(=O)(O)(O)OC[C@@H]1[C@H]([C@H]([C@@H](O1)N1C=NC=2C(=O)NC(N)=NC12)N=[N+]=[N-])O